O1COC=2C=NC(=CC21)N([C@@H]2CC[C@H](CC2)N(C2=C(C(N(C=1C=CC(=NC21)C#N)C)=O)C#N)C)CC2CC2 trans-8-((4-([1,3]dioxolo[4,5-c]pyridin-6-yl(cyclopropylmethyl)amino)cyclohexyl)(methyl)amino)-5-methyl-6-oxo-5,6-dihydro-1,5-naphthyridine-2,7-dicarbonitrile